4-(aminomethyl)-6-(5-isopropoxypyridin-3-yl)phthalazin-1(2H)-one NCC1=NNC(C2=CC=C(C=C12)C=1C=NC=C(C1)OC(C)C)=O